C(#N)C=1C=CC(=C2N=CC=NC12)[C@@H]1C[C@H](C[C@H](C1)C)NC([C@H](C(C)C)O)=O (S)-N-((1S,3S,5S)-3-(8-cyanoquinoxalin-5-yl)-5-methylcyclohexyl)-2-hydroxy-3-methylbutanamide